1-(cyclopropylamino)cycloheptane-1-carbonitrile C1(CC1)NC1(CCCCCC1)C#N